C1(=CC=CC=C1)C[C@@H](C(=O)NC1=CC=C(C=C1)S(=O)(=O)Cl)NC(=O)C1=NC=CC=C1 (S)-4-(3-phenyl-2-(pyridinecarboxamido)propionamido)benzene-1-sulfonyl chloride